N,N-dimethyl-1-(5-(3-(1-methyl-1H-indazol-6-yl)-1,4-dihydrothieno[2',3':4,5]cyclopenta[1,2-c]pyrazol-6-yl)pyridin-2-yl)methanamine CN(CC1=NC=C(C=C1)C1=CC2=C(CC3=C2NN=C3C3=CC=C2C=NN(C2=C3)C)S1)C